propionate (2-methyl citrate) CC(C(=O)O)C(O)(C(=O)O)CC(=O)O.C(CC)(=O)O